N-((1S)-1-(6-((4-chlorophenyl)amino)-2-(3-methylmorpholino)pyrimidin-4-yl)ethyl)-5-methoxypicolinamide ClC1=CC=C(C=C1)NC1=CC(=NC(=N1)N1C(COCC1)C)[C@H](C)NC(C1=NC=C(C=C1)OC)=O